(R)-1'-((7-ethyl-6-oxo-5,6-dihydro-1,5-naphthyridin-3-yl)methyl)-N,3'-dimethyl-1',2',3',6'-tetrahydro-[3,4'-bipyridine]-6-carboxamide C(C)C=1C(NC=2C=C(C=NC2C1)CN1C[C@@H](C(=CC1)C=1C=NC(=CC1)C(=O)NC)C)=O